P(=O)(OCC(CCCC)CC)(OC1=CC=C(C=C1)C)OC1=CC=C(C=C1)C 2-ethyl-hexyl bis(p-tolyl) phosphate